C(C=C)(=O)OCCCCOCC1OC(OC1)=O 4-((2-oxo-1,3-dioxolan-4-yl)methoxy)butyl acrylate